OC1=C(C=CC(=C1)C(F)(F)F)C1=NN=C(C2=CC=CC=C12)N[C@H]1[C@@H](CCCC1)NC(OC(C)(C)C)=O tert-Butyl [(1R,2R)-2-({4-[2-hydroxy-4-(trifluoromethyl)phenyl]phthalazin-1-yl}amino)cyclohexyl]carbamate